3-(2,2,2-trifluoroacetyl)pyrrole FC(C(=O)C1=CNC=C1)(F)F